O[C@@H]1CC(CCC1)C(=O)OC(C)C isopropyl (3S)-3-hydroxycyclohexane-1-carboxylate